C1(NC(C2=CC=CC=C12)=O)=O 1,3-ISOINDOLINEDIONE